C(#N)C1=C(OC=2C=C3C(N(C=NC3=CC2)C2[C@@H]3CN(C[C@H]23)C(=O)OC(C)(C)C)=O)C(=CC=C1F)F tert-butyl (1R,5S)-6-[6-(2-cyano-3,6-difluoro-phenoxy)-4-oxo-quinazolin-3-yl]-3-azabicyclo[3.1.0]hexane-3-carboxylate